The molecule is a monocarboxylic acid amide that is the propyl amide of adenosine 5'-carboxylic acid. It is a member of adenosines and a monocarboxylic acid amide. CCCNC(=O)[C@@H]1[C@H]([C@H]([C@@H](O1)N2C=NC3=C(N=CN=C32)N)O)O